(1-(4-(((2-hydroxyethyl)amino)methyl)phenyl)cyclopropyl)(pyrrolidin-1-yl)methanone Imidazolat [N-]1C=NC=C1.OCCNCC1=CC=C(C=C1)C1(CC1)C(=O)N1CCCC1